C(C)(C)(C)C1=C(C=CC=C1)CO (2-(tert-butyl)phenyl)methanol